2,2-dimethylpropanoic acid methyl ester COC(C(C)(C)C)=O